ClC1=C(C=CC=C1)C=1N=C(SC1)N(\N=C\C1=C(C(=O)O)C=CC=C1)C (E)-2-((2-(4-(2-chlorophenyl)thiazol-2-yl)-2-methylhydrazono)methyl)benzoic acid